CC1=NC(=NC=2N([C@H](C(NC12)=O)C)C)N[C@@H]1C[C@@H](C1)COC1=C(C(=C(C=C1)F)F)F (7S)-4,7,8-trimethyl-2-((cis-3-((2,3,4-trifluorophenoxy)methyl)cyclobutyl)-amino)-7,8-dihydropteridin-6(5H)-one